(S)-N-(4-(4-amino-1-methyl-7-(4,5,6,7-tetrahydropyrazolo[1,5-a]pyrazin-3-yl)-1H-pyrazolo[4,3-c]pyridin-3-yl)-2-(1-(4-fluorophenyl)ethoxy)phenyl)-1,1-difluoromethane-sulfonamide NC1=NC=C(C2=C1C(=NN2C)C2=CC(=C(C=C2)NS(=O)(=O)C(F)F)O[C@@H](C)C2=CC=C(C=C2)F)C=2C=NN1C2CNCC1